N-((2,6-dihydroxy-3'-methyl-4-pentyl-[1,1'-biphenyl]-3-yl)sulfonyl)-2-phenylacetamide OC1=C(C(=CC(=C1S(=O)(=O)NC(CC1=CC=CC=C1)=O)CCCCC)O)C1=CC(=CC=C1)C